2-[4-(4-aminophenyl)-piperazin-1-yl]-ethanol NC1=CC=C(C=C1)N1CCN(CC1)CCO